4-(2-(2-(3-hydroxy-3-(2'-methyl-4'-sulfamoyl-[1,1'-biphenyl]-3-yl)propyl)-5-oxopyrazolidin-1-yl)ethyl)benzoic acid OC(CCN1N(C(CC1)=O)CCC1=CC=C(C(=O)O)C=C1)C=1C=C(C=CC1)C1=C(C=C(C=C1)S(N)(=O)=O)C